tert-Butyl N-[1-[(2-amino-4-chloro-2,3-dihydro-1H-inden-5-yl)oxymethyl]cyclopropyl]carbamate NC1CC2=CC=C(C(=C2C1)Cl)OCC1(CC1)NC(OC(C)(C)C)=O